CC1([C@@H]2CCC([C@@H]([C@]2(CCC1)C)CCOS(=O)(=O)C1=CC=C(C=C1)C)=C)C.N1CCC(CC1)CCCC1CCNCC1 1,3-bis(piperidin-4-yl)propane 2-((1S,4aS,8aS)-5,5,8a-trimethyl-2-methylenedecahydronaphthalen-1-yl)ethyl-4-methylbenzenesulfonate